N[C@H](C(=O)N[C@@H](C(=O)NCC(=O)N([C@H](C(=O)NCCO)CC1=CC=CC=C1)C)C)CC1=CC=C(C=C1)O (2S)-2-[[2-[[(2R)-2-[[(2S)-2-Amino-3-(4-hydroxyphenyl)propanoyl]amino]propanoyl]amino]acetyl]-methylamino]-N-(2-hydroxyethyl)-3-phenylpropanamide